6-(2,4-dimethoxypyrimidin-5-yl)-8-((1S,2S)-2-(1-(2,2,2-trifluoroethyl)-1H-benzo[d]imidazol-5-yl)cyclopropyl)imidazo[1,2-b]pyridazine COC1=NC=C(C(=N1)OC)C=1C=C(C=2N(N1)C=CN2)[C@@H]2[C@H](C2)C2=CC1=C(N(C=N1)CC(F)(F)F)C=C2